CC1(CC1)NS(=O)(=O)C1=CC(=C2C=CC(=NC2=C1)C1C2(CC12)C(=O)N)N1CCC2(COC2)CC1 (7-(N-(1-methylcyclopropyl)sulfamoyl)-5-(2-oxa-7-azaspiro[3.5]nonan-7-yl)quinolin-2-yl)bicyclo[1.1.0]butane-1-carboxamide